(4R)-2-Hexylthiazolidine C(CCCCC)C1SCCN1